ClC1=C(C=C(C=N1)OCC1(CC1)N(C(OC)=O)S(=O)(=O)C(F)F)C(NC1CC1)=O methyl N-[1-[[6-chloro-5-(cyclopropylcarbamoyl)-3-pyridyl]oxymethyl]cyclopropyl]-N-(difluoromethylsulfonyl)-carbamate